FC1(CCC2=C1N=C(N=C2C2=CC1=C(C(NCCC1)=O)C=C2)SC)F 7-(7,7-difluoro-2-(methylthio)-6,7-dihydro-5H-cyclopenta[d]pyrimidin-4-yl)-2,3,4,5-tetrahydro-1H-benzo[c]azepin-1-one